1-benzyl-1,2,3,6-tetrahydropyridin C(C1=CC=CC=C1)N1CCC=CC1